2,9-di-tert-butyl-1,10-phenanthroline C(C)(C)(C)C1=NC2=C3N=C(C=CC3=CC=C2C=C1)C(C)(C)C